NC1=C2N=CN(C2=NC(=N1)N/N=C/C1=CC=C(C=C1)OCC1=CC=C(C=C1)F)C1OC(C(C1O)O)CO 6-amino-2-{2-{(E)-4-[(4-fluorobenzyl)oxy]benzylidenehydrazino}-9H-purin-9-yl}-5-(hydroxymethyl)tetrahydrofuran-3,4-diol